2-((3r,5r,7r)-adamantan-1-yl)-1-(2-(4-(4-amino-3-(4-phenoxyphenyl)-1H-pyrazolo[3,4-d]pyrimidin-1-yl)piperidin-1-yl)-7-azaspiro[3.5]non-7-yl)ethan-1-one C12(CC3CC(CC(C1)C3)C2)CC(=O)N2CCC3(CC(C3)N3CCC(CC3)N3N=C(C=1C3=NC=NC1N)C1=CC=C(C=C1)OC1=CC=CC=C1)CC2